N-(3-((5-(6-chloro-5-(trifluoromethyl)pyridin-3-yl)-2-((1-methyl-1H-pyrazol-4-yl)amino)pyrimidin-4-yl)oxy)phenyl)acrylamide ClC1=C(C=C(C=N1)C=1C(=NC(=NC1)NC=1C=NN(C1)C)OC=1C=C(C=CC1)NC(C=C)=O)C(F)(F)F